FC=1C=CC(=NC1)C1=NN2C(COCC(C2)(C)OC)=C1C1=C2C(=NC=C1)N(N=C2)COCC[Si](C)(C)C 2-(5-fluoropyridin-2-yl)-7-methoxy-7-methyl-3-(1-((2-(trimethylsilyl)ethoxy)methyl)-1H-pyrazolo[3,4-b]pyridin-4-yl)-7,8-dihydro-4H,6H-pyrazolo[5,1-c][1,4]oxazepine